C(C)(C)(C)C=1C=C(C=C(C1O)C(C)(C)C)C(C(=O)O)C 3,5-Di-tert-butyl-4-hydroxy-phenylpropionic acid